N-((R)-1-(methylamino)-1-oxopropan-2-yl)-8-(4-(trifluoromethyl)cyclohex-1-en-1-yl)quinoline-3-carboxamide CNC([C@@H](C)NC(=O)C=1C=NC2=C(C=CC=C2C1)C1=CCC(CC1)C(F)(F)F)=O